1,2-bis[2-(aminomethoxy)ethoxy]ethane NCOCCOCCOCCOCN